ClC=1C(=NC(=NC1)N1CCC(CC1)O[C@@H]1CNCC1)N[C@H](C)C1=C(C=C(C=C1)Cl)Cl 5-chloro-N-((R)-1-(2,4-dichlorophenyl)ethyl)-2-(4-(((S)-pyrrolidin-3-yl)oxy)piperidin-1-yl)pyrimidin-4-amine